zinc tri-n-octylphosphine C(CCCCCCC)P(CCCCCCCC)CCCCCCCC.[Zn]